(4-amino-1,3-dihydrofuro[3,4-c]quinolin-8-yl)-[(2R,5S)-2-methyl-5-[5-(trifluoromethyl)-2-pyridinyl]morpholin-4-yl]methanone NC1=NC=2C=CC(=CC2C2=C1COC2)C(=O)N2C[C@H](OC[C@@H]2C2=NC=C(C=C2)C(F)(F)F)C